5-{2-[2-(4-Methoxynaphthalin-1-sulfonamido)phenyl]ethynyl}-3-methylpyridin COC1=CC=C(C2=CC=CC=C12)S(=O)(=O)NC1=C(C=CC=C1)C#CC=1C=C(C=NC1)C